[Na+].NC(CCS(=O)(=O)[O-])([2H])[2H] 3-amino-3,3-dideutero-1-propanesulfonic acid sodium salt